OC=1C(C=CN2N3C(N(C(C21)=O)C)CC(CC3C3=CC=CC=C3)CC(C)C)=O 7-hydroxy-3-isobutyl-5-methyl-1-phenyl-1,2,3,4,4a,5-hexahydrodipyrido[1,2-b:2',1'-f][1,2,4]triazine-6,8-dione